(R)-2-(7-(2,4-Dimethoxybenzyl)-8-methyl-5,6,7,8-tetrahydro-[1,2,4]triazolo[4,3-a]pyrazin-3-yl)-5,6-difluorobenzo[d]thiazole COC1=C(CN2[C@@H](C=3N(CC2)C(=NN3)C=3SC2=C(N3)C=C(C(=C2)F)F)C)C=CC(=C1)OC